ClC1=CC=C(C=C1)NC1=NN(C(=N1)N)S(=O)(=O)C1=CC=CC2=C(C=CC=C12)N(C)C N3-(4-chlorophenyl)-1-[[5-(dimethylamino)-1-naphthyl]sulfonyl]-1,2,4-triazole-3,5-diamine